(S)-N-(4-aminobutan-2-yl)-4-((3-(2,3-difluoro-4-methoxy-phenyl)imidazo[1,2-a]pyrazin-8-yl)amino)-2-ethylbenzamide hydrochloride Cl.NCC[C@H](C)NC(C1=C(C=C(C=C1)NC=1C=2N(C=CN1)C(=CN2)C2=C(C(=C(C=C2)OC)F)F)CC)=O